(+/-)-N-{4-[(3-chloro-1-{[2-(trimethylsilyl)ethoxy]methyl}-1H-pyrrolo[2,3-b]pyridin-4-yl)oxy]-3,5-difluorophenyl}-4-(propan-2-yl)-5,6-dihydro-4H-1,3-oxazin-2-amine ClC1=CN(C2=NC=CC(=C21)OC2=C(C=C(C=C2F)NC=2OCC[C@@H](N2)C(C)C)F)COCC[Si](C)(C)C |r|